N-(2-(2-aminoethoxy)ethyl)-4-((3-(4-methoxyphenyl)imidazo[1,2-a]pyrazin-8-yl)amino)-N,2-dimethylbenzamide hydrochloride Cl.NCCOCCN(C(C1=C(C=C(C=C1)NC=1C=2N(C=CN1)C(=CN2)C2=CC=C(C=C2)OC)C)=O)C